(6-bromo-1-methyl-1H-indol-2-yl)(3,3-difluoroazetidin-1-yl)methanone BrC1=CC=C2C=C(N(C2=C1)C)C(=O)N1CC(C1)(F)F